C1(CC1)C=1N=C(N=NC1C1=C(C=C(C=C1)C#C)OCOCC)N[C@H]1CN(CCC1)C(=O)OC(C)(C)C tert-butyl (R)-3-((5-cyclopropyl-6-(2-(ethoxymethoxy)-4-ethynylphenyl)-1,2,4-triazin-3-yl)amino)piperidine-1-carboxylate